2-bromo-1-(2-iodothiophen-3-yl)-ethanone BrCC(=O)C1=C(SC=C1)I